FC=1C=C(OCC2=CC(=NC=C2)C2=CC(=C(C(=O)N)C=C2)C)C=CC1C(F)(F)F 4-{4-[3-fluoro-4-(trifluoromethyl)phenoxymethyl]pyridin-2-yl}-2-methylbenzamide